[6-(6-ethynyl-4-methylpyridin-3-yl)-5-{3-fluoro-4-[(4-methylpyrimidin-2-yl)oxy]phenyl}-7-methyl-7H-pyrrolo[2,3-d]pyrimidin-4-yl]methanol C(#C)C1=CC(=C(C=N1)C1=C(C2=C(N=CN=C2CO)N1C)C1=CC(=C(C=C1)OC1=NC=CC(=N1)C)F)C